(2,2-dichloro-acetamido)-phenylalanine ClC(C(=O)NN[C@@H](CC1=CC=CC=C1)C(=O)O)Cl